5-(2,3-dimethoxy-phenyl)-3-(2-methanesulfonyl-ethyl)-1-{2-[4-(7-methoxy-2-oxo-1,2,4,5-tetrahydro-benzo[d][1,3]diazepin-3-yl)-piperidin-1-yl]-2-oxo-ethyl}-1H-pyrimidine-2,4-dione COC1=C(C=CC=C1OC)C=1C(N(C(N(C1)CC(=O)N1CCC(CC1)N1C(NC2=C(CC1)C=C(C=C2)OC)=O)=O)CCS(=O)(=O)C)=O